FC(C(=O)O)(F)F.N[C@H]1CN(CCC1)C1=C(C=C(C=C1)NC1=NC=2N(C(=C1)NC1CC1)N=CC2C#N)C[S@](=O)C 5-((4-((R)-3-Aminopiperidin-1-yl)-3-(((R,S)-methylsulfinyl)methyl)phenyl)amino)-7-(cyclopropylamino)pyrazolo[1,5-a]pyrimidine-3-carbonitrile monotrifluoroacetic acid salt